CC1=CC(=NC=C1OC1=CC(=C2C(=N1)N(C=N2)C)NC2=NC=C(C=C2)N2CCOCC2)C#N 4-methyl-5-[3-methyl-7-[(5-morpholin-4-ylpyridin-2-yl)amino]imidazo[4,5-b]pyridin-5-yl]oxypyridine-2-carbonitrile